L-asparaginic acid sodium salt [Na+].N[C@@H](CC(N)=O)C(=O)[O-]